4-cyano-2,6-difluorobenzoic acid C(#N)C1=CC(=C(C(=O)O)C(=C1)F)F